N12N=CC3=C(C=CC(OCC1)=C23)N=C(C2=CC=CC=C2)C2=CC=CC=C2 N-(9-oxa-1,2-diazatricyclo[6.3.1.04,12]dodeca-2,4,6,8(12)-tetraen-5-yl)-1,1-diphenyl-methanimine